5-amino-N,N'-bis[2-hydroxy-1-(hydroxymethyl)ethyl]-1,3-benzenedicarboxamide NC=1C=C(C=C(C1)C(=O)NC(CO)CO)C(=O)NC(CO)CO